O1C(=NC2=C1C=CC=C2)C2=CC=C(C=C2)N(C2=CC=C(C=C2)C2=CC=C(C=C2)C2=CC1=C(N=C(O1)C1=CC=CC=C1)C=C2)C2=CC=CC=C2 N-(4-benzoxazol-2-yl-phenyl)-N-phenyl-N-{4'-(2-phenyl-benzoxazol-6-yl)-[1,1']biphenyl-4-yl}-amine